C1(CCC1)C1=NC=C2N1C=CN=C2 3-cyclobutylimidazo[1,5-a]pyrazine